ClC1=C(C=CC=C1NC1=NC=CC(=C1F)CNCCO)C1=NC=CC(=C1F)C1=NC(=C(C=C1)CNC[C@H]1CCC(N1)=O)OC (R)-5-((((2'-(2-chloro-3-((3-fluoro-4-(((2-hydroxyethyl)amino)methyl)pyridin-2-yl)amino)phenyl)-3'-fluoro-6-methoxy-[2,4'-bipyridin]-5-yl)methyl)amino)methyl)pyrrolidin-2-one